NC1=CC(=C(C=N1)N1C=C(C(C2=CC(=C(C=C12)N1CC2=NC=CC=C2C1)Cl)=O)C(=O)O)CCC 1-(6-amino-4-propylpyridin-3-yl)-6-chloro-7-(5,7-dihydro-6H-pyrrolo[3,4-b]pyridin-6-yl)-4-oxo-1,4-dihydroquinoline-3-carboxylic acid